O1C(COC12CCCCC2)CN=C(N)N 2-(1,4-dioxaspiro[4.5]dec-2-ylmethyl)guanidine